Cl.CN1CCN(CC1)C(=O)Cl 4-methylpiperazine-1-carbonyl chloride HCl salt